bromosuccinimide triphenylphosphine salt C1(=CC=CC=C1)P(C1=CC=CC=C1)C1=CC=CC=C1.BrC1C(=O)NC(C1)=O